ClC=1N=C(C2=C(N1)N(C=C2I)C2=CC=C(C=C2)C)Cl 2,4-Dichloro-5-iodo-7-p-tolyl-7H-pyrrolo[2,3-d]pyrimidine